C[Si](C1C=CC=C1)(C1C=CC=C1)C dimethyl-bis(cyclopentadienyl)silicon